C(C)(C)(C)C1=CC=C(C=C1)C1=CC=C(C=C1)N(C1=CC=C(C=C1)\C=C\C=C\C(C)(C)C)C1=CC=C(C=C1)C1=CC=C2C=3C=CC(=CC3C(C2=C1)(CCCCCCCC)CCCCCCCC)C=1OC2=C(C1)C=CC(=C2)C=O 2-[7-[4-[N-[4-(4-tert-butylphenyl)phenyl]-4-[(1e,3e)-5,5-dimethylhex-1,3-dienyl]anilino]phenyl]-9,9-dioctyl-fluoren-2-yl]benzofuran-6-carbaldehyde